1-(5-bromo-1H-pyrrolo[2,3-b]pyridin-3-yl)-3-(4-(trifluoromethyl)phenyl)urea BrC=1C=C2C(=NC1)NC=C2NC(=O)NC2=CC=C(C=C2)C(F)(F)F